C(C)N1C[C@H](CCC1)C1=C(N=NC(=C1)C1=CC=C2C(=CNC2=C1)F)N [(3R)-1-ethyl-3-piperidyl]-6-(3-fluoro-1H-indol-6-yl)pyridazin-3-amine